OC[C@H]1O[C@@]2(CC(CO2)C)[C@@H]([C@H]([C@H]1O)N1N=NC(=C1)C1=CC(=C(C(=C1)F)F)F)O (5s,7r,8r,9s,10r)-7-(hydroxymethyl)-3-methyl-9-(4-(3,4,5-trifluorophenyl)-1H-1,2,3-triazol-1-yl)-1,6-dioxaspiro[4.5]decan-8,10-diol